4-fluoro-3-methyl-8-(tetrahydro-2H-pyran-4-yl)-2-(trifluoromethyl)chromeno[7,8-d]imidazol-6(3H)-one FC1=CC=2C(C=C(OC2C2=C1N(C(=N2)C(F)(F)F)C)C2CCOCC2)=O